CC(=O)CC(=O)C1=C(C2=C(C=C1CC(=O)OC)C(=O)C3=C(C2=O)C(=CC=C3)O)[O-] The molecule is a phenolate anion resulting from the removal of a proton from the phenolic hydroxy group at position 5 of methyl nogalonate. The major species at pH 7.3. It is a conjugate base of a methyl nogalonate.